butyl (((2-((allyloxy)carbonyl) benzo[b]thiophen-5-yl)difluoromethyl) (phenoxy)phosphoryl)-L-prolinate C(C=C)OC(=O)C1=CC2=C(S1)C=CC(=C2)C(P(=O)(OC2=CC=CC=C2)N2[C@@H](CCC2)C(=O)OCCCC)(F)F